(S)-pyrrolidine-1,2-dicarboxylic acid 1-benzyl ester 2-{2-cyano-6-oxo-1-propyl-8-[1-(3-trifluoromethyl-benzyl)-1H-pyrazol-4-yl]-1,6-dihydro-purin-7-ylmethyl} ester C(#N)C=1N(C(C=2N(C(=NC2N1)C=1C=NN(C1)CC1=CC(=CC=C1)C(F)(F)F)COC(=O)[C@H]1N(CCC1)C(=O)OCC1=CC=CC=C1)=O)CCC